[Cl-].C(=C)C1=CC=C(C=C1)CN1C=[N+](C=C1)C 1-[(4-vinylphenyl)methyl]-3-methyl-imidazolium chloride salt